BrC=1C=C(C=CC1)C1CNCC1 3-(3-bromophenyl)pyrrolidine